FC=1C=C(C=C(C1)F)C=1C=C2C=CN(C2=C(C1)C(=O)NCC1=CC=C(C(=O)O)C=C1)CC1=CC=C(C=C1)C(F)(F)F 4-((5-(3,5-difluorophenyl)-1-(4-(trifluoromethyl)benzyl)-1H-indole-7-carboxamido)methyl)benzoic acid